COC(=O)C1=CC2=C(N(C=N2)CC2OCC2)C=C1 1-(oxaCyclobutan-2-ylmethyl)-1H-benzo[d]Imidazole-5-carboxylic acid methyl ester